4-(trifluoromethyl)cyclohexaneformaldehyde FC(C1CCC(CC1)C=O)(F)F